zinc pyridoxine-N-oxide [N+]1(=C(C)C(O)=C(CO)C(CO)=C1)[O-].[Zn]